P(=O)(O)(O)O.C(C)P(CC)=O diethyl-phosphine oxide phosphate